2-(4-fluorophenyl)-2-hydroxy-2-(p-tolyl)acetic acid FC1=CC=C(C=C1)C(C(=O)O)(C1=CC=C(C=C1)C)O